2-(4-acryloyl-3,3-dimethylpiperazin-1-yl)-N-[(2S)-1-phenoxypropan-2-yl]-5H-pyrrolo[2,3-b]pyrazine-7-carboxamide C(C=C)(=O)N1C(CN(CC1)C=1N=C2C(=NC1)NC=C2C(=O)N[C@H](COC2=CC=CC=C2)C)(C)C